C(C(C)C)O[C@@H]1CC[C@@H]2N(C([C@H](C1)NC([C@H](C)NC)=O)=O)[C@@H](CC2)C(=O)N[C@@H]2CCCC1=CC=CC=C21 (3S,6S,8R,10aR)-8-isobutoxy-6-((S)-2-(methylamino)propanamido)-5-oxo-N-((R)-1,2,3,4-tetrahydronaphthalen-1-yl)decahydropyrrolo[1,2-a]azocine-3-carboxamide